(naphthalen-2-yl)-N-(4-(naphthalen-2-yl)phenyl)-[1,1'-biphenyl]-4-amine C1=C(C=CC2=CC=CC=C12)C1=C(C=CC(=C1)NC1=CC=C(C=C1)C1=CC2=CC=CC=C2C=C1)C1=CC=CC=C1